quinolyl benzenesulfonate C1(=CC=CC=C1)S(=O)(=O)OC1=NC2=CC=CC=C2C=C1